6-Chloro-3-iodo-1-isopropyl-1H-pyrazolo[3,4-b]pyridine ClC1=CC=C2C(=N1)N(N=C2I)C(C)C